N(=[N+]=[N-])CC1=CC=C(C=C1)C=1C(=CC=CC1)C#N 4'-(azidomethyl)-[1,1'-biphenyl]-2-nitrile